3-(4-(1-(4-((trifluoromethyl)thio)phenyl)-1H-1,2,4-triazol-3-yl)phenyl)urea FC(SC1=CC=C(C=C1)N1N=C(N=C1)C1=CC=C(C=C1)NC(N)=O)(F)F